FC([C@@H]1OC1)(F)F |r| (RS)-2-(trifluoromethyl)oxirane